C1(CCCCC1)C1=C(C=C(CON)C=C1)C(F)(F)F O-(4-cyclohexyl-3-trifluoromethyl-benzyl)hydroxylamine